2-(benzyloxy)-2-oxoethanaminium chloride [Cl-].C(C1=CC=CC=C1)OC(C[NH3+])=O